C(#C)C1CCC(CC1)CNC(OCC1=CC=CC=C1)=O benzyl ((4-ethynylcyclohexyl)methyl)carbamate